2,5-dimethoxybenzene-1,4-dicarbaldehyde COC1=C(C=C(C(=C1)C=O)OC)C=O